6-cyano-N-(3-(furan-3-yl)-1H-indazol-5-yl)-3-methylpicolinamide C(#N)C1=CC=C(C(=N1)C(=O)NC=1C=C2C(=NNC2=CC1)C1=COC=C1)C